5-hexyldihydro-4-methyl-2(3H)-furanone C(CCCCC)C1C(CC(O1)=O)C